CN(CCCNC(C(=C)C)=O)C N-[3-(dimethylamino)-propyl]-methacrylamide